COC[C@@H](C(=O)O)NC (2S)-3-Methoxy-2-(methylamino)propanoic acid